1-Ethyl-4-[[4-(trifluoromethyl)phenyl]methyl]pyrrolo[2,3-b]pyridine-3-carboxylic acid methyl ester COC(=O)C1=CN(C2=NC=CC(=C21)CC2=CC=C(C=C2)C(F)(F)F)CC